4-((1R,3R)-3-hydroxy-4,4-dimethylcyclohexylamino)-2-(1-methylcyclohexylamino)-pyrimidine-5-carboxamide O[C@@H]1C[C@@H](CCC1(C)C)NC1=NC(=NC=C1C(=O)N)NC1(CCCCC1)C